(rac)-2'-[6-amino-5-(4-methylphenyl)pyridin-3-yl]-N-ethyl-5',6'-dihydrospiro[pyrrolidine-3,4'-pyrrolo[1,2-b]pyrazole]-1-carboxamide NC1=C(C=C(C=N1)C=1C=C2N(N1)CC[C@]21CN(CC1)C(=O)NCC)C1=CC=C(C=C1)C |r|